FC=1C=C(C=CC1OCC(F)(F)F)C1=C(N=C2N(C=CC(N2)=O)C1=O)C(F)(F)F 7-(3-fluoro-4-(2,2,2-trifluoroethoxy)phenyl)-8-(trifluoromethyl)-2H-pyrimido[1,2-a]pyrimidine-2,6(1H)-dione